NC1=C2C(C3(C(OC4=C3C=CC(=C4)[C@]4([C@H](C4)C)C)(C2=CC=C1)O)NC(C1=NC(=CC=C1)O)=O)=O N-(1-amino-7-((1R,2S)-1,2-dimethylcyclopropyl)-4b-hydroxy-10-oxo-4b,10-dihydro-9bH-indeno[1,2-b]benzofuran-9b-yl)-6-hydroxypicolinamide